C(C=C)(=O)N1C2(CC2)CN(CC1)C1=CC=C(C=C1)C=1C=2N(C=C(C1)C=1C=NN(C1)C)N=CC2C#N 4-(4-(4-propenoyl-4,7-diazaspiro[2.5]oct-7-yl)phenyl)-6-(1-methyl-1H-pyrazol-4-yl)pyrazolo[1,5-a]pyridine-3-carbonitrile